O-(Benzotriazol-1-yl)-N,N,N',N'-tetramethyluronium N1(N=NC2=C1C=CC=C2)OC(=[N+](C)C)N(C)C